ClC1=C(C=CC=C1)C1=NC2=C(N1C(C(=O)NC1CCCCC1)C1CCCCC1)C=C(C(=C2)F)F 2-[2-(2-chloro-phenyl)-5,6-difluoro-benzimidazol-1-yl]-2,N-dicyclohexyl-acetamide